BrC=1C(=C(C(=NC1)Cl)F)I 5-bromo-2-chloro-3-fluoro-4-iodo-pyridine